FC(C(=O)O)(F)F.NCC1=C(C2=C(N=CS2)C(=C1)C1=CC=C(C=C1)OC(F)(F)F)C1=NOC(N1)=O 3-(6-(aminomethyl)-4-(4-(trifluoromethoxy)phenyl)benzo[d]thiazol-7-yl)-1,2,4-oxadiazol-5(4H)-one 2,2,2-trifluoroacetate